COC1=CC=C(CN(S(=O)(=O)C2=C(C=CC(=C2C=2N=NN(N2)CC2=CC=C(C=C2)OC)I)S(=O)(=O)N[C@@H](CNC(OCC2=CC=CC=C2)=O)CO)CC2=CC=C(C=C2)OC)C=C1 (S)-benzyl (2-(2-(N,N-bis(4-methoxybenzyl)sulfamoyl)-4-iodo-3-(2-(4-methoxybenzyl)-2H-tetrazol-5-yl)phenylsulfonamido)-3-hydroxypropyl)carbamate